strontium (Z)-1-(bis(2-(dimethylamino)ethyl)amino)-3,3-dimethylbut-1-en-2-olate CN(CCN(\C=C(\C(C)(C)C)/[O-])CCN(C)C)C.[Sr+2].CN(C)CCN(CCN(C)C)\C=C(\C(C)(C)C)/[O-]